C(=C\C)/B(O)O (E)-prop-1-en-1-ylboronic acid